(S)-1-(3-(5-fluoro-2-(3-methoxyphenylamino)pyrimidin-4-yloxy)piperidin-1-yl)prop-2-en-1-one FC=1C(=NC(=NC1)NC1=CC(=CC=C1)OC)O[C@@H]1CN(CCC1)C(C=C)=O